6-amino-2-(trifluoromethyl)nicotinic acid NC1=NC(=C(C(=O)O)C=C1)C(F)(F)F